ClC(C1=NC(=NO1)C=1C=CC(=NC1)CP(NC1=C(C=CC=C1)C)(=O)C)(F)F P-((5-(5-(chlorodifluoromethyl)-1,2,4-oxadiazol-3-yl)pyridin-2-yl)methyl)-P-methyl-N-(o-tolyl)phosphinic amide